BrC1=CC=C(C=C1)C(C1=NOC(=N1)CC(C(=O)O)=C)(F)F 2-((3-((4-bromophenyl)difluoromethyl)-1,2,4-oxadiazol-5-yl)methyl)acrylic acid